COC(C(CF)(N1N=CC=N1)C)=O.OC(C(=O)N)CC[C@@H]1C(NCC1)=O 2-hydroxy-4-[(3S)-2-oxopyrrolidin-3-yl]butanamide methyl-3-fluoro-2-methyl-2-(2H-1,2,3-triazol-2-yl)propanoate